ClC1=CC=C(C=C1)NC1=CC(=NC(=N1)N1CCOCC1)CNC(=O)C1=C(N=NS1)C N-((6-((4-chlorophenyl)amino)-2-morpholinopyrimidin-4-yl)methyl)-4-methyl-1,2,3-thiadiazole-5-carboxamide